O=C1C(=CC(=NN1)C1CN(CCC1)C(=O)OC(C)(C)C)C(F)(F)F tert-butyl 3-(6-oxo-5-(trifluoromethyl)-1,6-dihydropyridazin-3-yl)piperidine-1-carboxylate